F[Sb-](F)(F)(F)(F)F.COC1=CC=C(NCC2=CC=CC=C2)C=C1 p-methoxybenzyl-aniline hexafluoroantimonate